BrC1=CC=C(C=C1)C1C(C(C2COCC2=C1)C(=O)OC)C(=O)OC dimethyl 6-(4-bromophenyl)-1,3,3a,4,5,6-hexahydroisobenzofuran-4,5-dicarboxylate